C(C)OC(CC(F)F)=O.FC(CC(=O)OC)F methyl 3,3-difluoropropionate ethyl-3,3-difluoropropionate